OC(C(C(C(=O)SCCNC(CCNC([C@@H](C(COP(OP(OC[C@@H]1[C@H]([C@H]([C@@H](O1)N1C=NC=2C(N)=NC=NC12)O)OP(=O)(O)O)(=O)O)(=O)O)(C)C)O)=O)=O)(C)C)(C)O)(C(=O)O)O trihydroxytrimethylglutaryl-coenzyme A